tert-Butyl 4-(2-((7-ethoxy-7-oxoheptyl)(nonyl)amino)ethyl)piperidine-1-carboxylate C(C)OC(CCCCCCN(CCC1CCN(CC1)C(=O)OC(C)(C)C)CCCCCCCCC)=O